18-benzyloxy-5-fluoro-8-oxa-1,12,13,14,17,21,23-heptazapentacyclo[14.5.2.111,14.02,7.019,22]tetracosa-2(7),3,5,11(24),12,16,18,20,22-nonaene C(C1=CC=CC=C1)OC=1N=C2CN3N=NC(CCOC=4C=C(C=CC4N4N=CC1C4=N2)F)=C3